(6-(4-(difluoromethoxy)benzyl)-2-azaspiro[3.3]hept-2-yl)((1s,3s)-3-hydroxy-3-methylcyclobutyl)methanone FC(OC1=CC=C(CC2CC3(CN(C3)C(=O)C3CC(C3)(C)O)C2)C=C1)F